C(CCC)C(C(N)(N1NC=CC=N1)N(C)C1CC(NC(C1)(C)C)(C)C)CNCCNCCCN butyl-(N-methyl-2,2,6,6-tetramethyl-piperidin-4-yl-amino)-triazin-2-yl-4,7-diazadecane-1,10-diamine